C1N(CC12CCOCC2)C2CCC(CC2)N2C(NC1=C2C=C(C(=C1)C=1C=C(C=2N(C1)N=CN2)OC)C(C)C)=O 1-(4-(7-oxa-2-azaspiro[3.5]nonan-2-yl)cyclohexyl)-6-isopropyl-5-(8-methoxy-[1,2,4]triazolo[1,5-a]pyridin-6-yl)-1,3-dihydro-2H-benzo[d]imidazol-2-one